NCCOCCOCCOCCOCCOCCOCC 1-amino-3,6,9,12,15,18-hexaoxaeicosane